2-[3-Bromo-1-(3-chloro-2-pyridinyl)-1H-pyrazol-5-yl]-6-cyano-4H-3,1-benzoxazin-4-one BrC1=NN(C(=C1)C1=NC2=C(C(O1)=O)C=C(C=C2)C#N)C2=NC=CC=C2Cl